C(C=C)OCC1=C(C=CC=C1)[Mg]Cl (2-((allyloxy)methyl)phenyl)magnesium chloride